NC1=C(C(=O)O)C=C(C=C1Cl)Cl 2-amino-3,5-dichlorobenzoic Acid